5-(6-bromo-2-oxo-benzo[cd]indol-1(2H)-yl)-1,3-oxazinane-2,4-dione BrC=1C=2C3=C(C(N(C3=CC1)C1C(NC(OC1)=O)=O)=O)C=CC2